O1C(CC1)CN1C=NC=C1 3-(oxetan-2-ylmethyl)-3H-imidazole